CC1=C(N=C(S1)C(=O)NCC=1C=C(OCCOCCNC(OC(C)(C)C)=O)C=CC1)C=1C=C2CCN(C2=CC1)C(=O)C1=CN=CN1C tert-butyl (2-(2-(3-((5-methyl-4-(1-(1-methyl-1H-imidazole-5-carbonyl)indolin-5-yl)thiazole-2-carboxamido)methyl)phenoxy)ethoxy)ethyl)carbamate